5-(6-(benzyloxy)-2-fluoro-3-((1-propylpiperidin-4-ylidene)methyl)phenyl)-1,2,5-thiadiazolidin-3-one 1,1-dioxide C(C1=CC=CC=C1)OC1=CC=C(C(=C1N1CC(NS1(=O)=O)=O)F)C=C1CCN(CC1)CCC